FC(S(=O)(=O)C1=CC=C(C(=O)O)C=C1)(F)F 4-(trifluoromethylsulfonyl)benzoic acid